C(#N)C=1N=C(OC1)C1=C2C=C(N=CC2=C(N=C1)NC)C1(CC1)C(=O)N (5-(4-cyanooxazol-2-yl)-8-(methylamino)-2,7-naphthyridin-3-yl)cyclopropanecarboxamide